BrC1=CC(=C2C=NN(C2=C1)C1OCCCC1)O[C@@H]1C[C@H](C1)NC(OC(C)(C)C)=O tert-butyl trans-N-[3-(6-bromo-1-tetrahydropyran-2-yl-indazol-4-yl)oxycyclobutyl]carbamate